2-(4-cyclopropyl-6-methoxypyrimidin-5-yl)-N-(4-(5-methyl-1H-1,2,3-triazol-1-yl)benzyl)-7H-purin-6-amine C1(CC1)C1=NC=NC(=C1C1=NC(=C2NC=NC2=N1)NCC1=CC=C(C=C1)N1N=NC=C1C)OC